BrC1=CC=C(C=C1)N=C=S 4-bromo-phenyl isothiocyanate